FC=1C=C(C=C(C1)OC)[C@H](C)NC(=O)C=1C=NC2=C(N=C(C=C2C1N1CCN[C@H](CC1)C)C)C1CC1 N-[(S)-1-(3-fluoro-5-methoxyphenyl)ethyl]-4-[(S)-5-methyl-1,4-diazepan-1-yl]-8-cyclopropyl-6-methyl-1,7-diaza-3-naphthamide